lithium difluorooxalate borate salt B([O-])([O-])[O-].C(C(=O)F)(=O)F.[Li+].[Li+].[Li+]